(2R,3R,4S,5R,6S)-2-(acetoxymethyl)-6-(morpholinothio)tetrahydro-2H-pyran-3,4,5-triyl triacetate C(C)(=O)O[C@@H]1[C@H](O[C@H]([C@@H]([C@H]1OC(C)=O)OC(C)=O)SN1CCOCC1)COC(C)=O